methyl 2,2-dimethoxycyclobutane-1-carboxylate COC1(C(CC1)C(=O)OC)OC